C(C1=CC=CC=C1)OC(=O)NC1(CCN(CC1)C(=O)OC(C)(C)C)C(=O)OCC1=CC=CC=C1 4-Benzyl 1-tert-butyl 4-(((benzyloxy)carbonyl)amino)piperidine-1,4-dicarboxylate